OCCSCCC(=O)NC(CS(=O)(=O)[O-])(C)C.[Na+] sodium 2-(3-((2-hydroxyethyl)thio)propanamido)-2-methylpropane-1-sulfonate